CO[C@]1(CCN(CC12CCCC2)C(=O)OC(C)(C)C)CN2C(C=C(C=C2)C2=CC=CC=C2)=O tert-Butyl (S)-10-methoxy-10-((2-oxo-4-phenylpyridin-1(2H)-yl)methyl)-7-azaspiro[4.5]decane-7-carboxylate